bis(aziridin-1-yl)phosphinic acid 7-nitro-8-phenoxy-3,4-dihydro-2H-1-benzopyran-4-yl ester [N+](=O)([O-])C1=C(C2=C(C(CCO2)OP(=O)(N2CC2)N2CC2)C=C1)OC1=CC=CC=C1